tert-butyl-3-{2-[2-(2,6-dioxopiperidin-3-yl)-1-oxo-3H-isoindol-4-yl]ethynyl}azetidine C(C)(C)(C)N1CC(C1)C#CC1=C2CN(C(C2=CC=C1)=O)C1C(NC(CC1)=O)=O